C1=CC=C(C=C1)CCCN=C(N)N 3-phenylpropylguanidine